7-Hexyltridecyl 7-oxoheptadecanoate O=C(CCCCCC(=O)OCCCCCCC(CCCCCC)CCCCCC)CCCCCCCCCC